1-((2R,4S,5R)-4-hydroxy-5-(hydroxymethyl)-tetrahydrofuran-2-yl)pyrimidine-2,4(1H,3H)-dione O[C@H]1C[C@@H](O[C@@H]1CO)N1C(NC(C=C1)=O)=O